2-cyclohexyl-5-hydroxy-5-(trifluoromethyl)-4,5-dihydrofuran-3-carbonitrile C1(CCCCC1)C=1OC(CC1C#N)(C(F)(F)F)O